CC1=C(C=NC=2OCCNC21)NC2=C(C(NC=C2)=O)C(=O)NC2=CC=C(C=C2)C2=CC=NC=C2 4-((8-methyl-2,3-dihydro-1H-pyrido[2,3-b][1,4]oxazin-7-yl)amino)-2-oxo-N-(4-(pyridin-4-yl)phenyl)-1,2-dihydropyridine-3-carboxamide